[Si](C)(C)(C(C)(C)C)OC1=CC=C(C=C1)N(C(=O)C1=NC(=CC=C1)CO)C N-(4-((tert-butyldimethylsilyl)oxy)phenyl)-6-(hydroxymethyl)-N-methylpyridinecarboxamide